5-((1-(tert-butyl)-3-((1S,3R)-3-((tert-butyldimethylsilyl)oxy)cyclopentyl)-1H-pyrazol-5-yl)amino)thiochromane 1,1-dioxide C(C)(C)(C)N1N=C(C=C1NC1=C2CCCS(C2=CC=C1)(=O)=O)[C@@H]1C[C@@H](CC1)O[Si](C)(C)C(C)(C)C